CC1(OB(OC1(C)C)C=1C=NOC1)C 4-(4,4,5,5-Tetramethyl-1,3,2-dioxaborolan-2-yl)isoxazole